NC1=CC=C(C=C1)N1CCC(CC1)N1CC2(CC1)CCN(CC2)C2=CC=C(N=N2)C(=O)NC2C(NC(CC2)=O)=O 6-[2-[1-(4-aminophenyl)-4-piperidyl]-2,8-diazaspiro[4.5]decan-8-yl]-N-(2,6-dioxo-3-piperidyl)pyridazine-3-carboxamide